1-(2-fluorophenyl)-N-((2-fluorophenyl)(3-(tributylsilyl)phenyl)phosphaneyl)-N-isopropyl-1-(3-(tributylsilyl)phenyl)phosphanamine FC1=C(C=CC=C1)P(N(C(C)C)P(C1=CC(=CC=C1)[Si](CCCC)(CCCC)CCCC)C1=C(C=CC=C1)F)C1=CC(=CC=C1)[Si](CCCC)(CCCC)CCCC